C(C)C=1C=C2CN(C(C2=CC1CC1=C(C=C(C=C1)N1N=CC=C1)F)=O)[C@H]1COCC[C@@H]1O 1,5-anhydro-2,4-dideoxy-2-(5-ethyl-6-(2-fluoro-4-(1H-pyrazol-1-yl)benzyl)-1-oxo-1,3-dihydro-2H-isoindol-2-yl)-L-threo-pentitol